C(CCCCCCC\C=C/C\C=C/CCCCC)C(C(CN(C)C)CCCCCCCC\C=C/C\C=C/CCCCC)OC(N)=O 1,2-dilinoleylcarbamoyloxy-3-dimethylaminopropane